FC=1C=C(C=CC1)C1N(OCC1)C1=NC(=NC=C1C(F)(F)F)NC1=CC(=C(C=C1)N1CCC(CC1)N1CCN(CC1)C)OC 4-(3-(3-fluorophenyl)isoxazolidin-2-yl)-N-(3-methoxy-4-(4-(4-methylpiperazin-1-yl)piperidin-1-yl)phenyl)-5-(trifluoromethyl)pyrimidin-2-amine